C1(=CC=C(C=C1)N(C1=CC=C(C=C1)C1=CC=CC=C1)C1=CC=C(C=C1)Br)C1=CC=CC=C1 N-([1,1'-biphenyl]-4-yl)-N-(4-bromophenyl)-[1,1'-biphenyl]-4-amine